2-(4-(methylcarbamoyl)phenyl)-N-((1-methylcyclopropyl)methyl)benzo[d]imidazo[2,1-b]thiazole-7-carboxamide CNC(=O)C1=CC=C(C=C1)C=1N=C2SC3=C(N2C1)C=CC(=C3)C(=O)NCC3(CC3)C